CS(=O)(=O)OC1=C(C(=CC=C1)Cl)C1CC(=NO1)C=1N=C(SC1)C1CCN(CC1)C(CN1N=C(C=C1C(F)F)C(F)F)=O 2-{3-[2-(1-{[3,5-bis(difluoromethyl)-1H-pyrazol-1-yl]acetyl}piperidin-4-yl)-1,3-thiazol-4-yl]-4,5-dihydro-1,2-oxazol-5-yl}-3-chlorophenyl methanesulfonate